(2S,4R)-4-fluoro-N-[(R) or (S)-[3-fluoro-4-(1-methylcyclopropyl)phenyl](2-methylpyridin-3-yl)methyl]-1-[2-(1H-1,2,3-triazol-5-yl)acetyl]pyrrolidine-2-carboxamide F[C@@H]1C[C@H](N(C1)C(CC1=CN=NN1)=O)C(=O)N[C@@H](C=1C(=NC=CC1)C)C1=CC(=C(C=C1)C1(CC1)C)F |o1:17|